aminotrimethylenephosphonic acid sodium salt C(CP(=O)([O-])[O-])C(N)P(=O)([O-])[O-].[Na+].[Na+].[Na+].[Na+]